ClCCC1=C(N=C2N(C1=O)CCCC2O)C (2-chloroethyl)-9-hydroxy-2-methyl-6,7,8,9-tetrahydro-4H-pyrido[1,2-a]pyrimidin-4-one